5-chloro-N-(1,3-dihydro-1,1,3-trimethyl-4-isobenzofuranyl)-1,3-dimethyl-1H-pyrazole-4-carboxamide ClC1=C(C(=NN1C)C)C(=O)NC1=C2C(OC(C2=CC=C1)(C)C)C